benzo[d][1,3]Dioxazole-5-carboxamide O1NOC2=C1C=CC(=C2)C(=O)N